d-(-)-fructose C([C@H]([C@H]([C@@H](C(=O)CO)O)O)O)O